[N+](=O)([O-])C1=CC=C(C=C1)C1(C(C(OC2=C1N(C=1C=CC=CC12)C)=O)C(F)(F)F)C1=CC=CC=C1 4-(4-nitrophenyl)-5-methyl-4-phenyl-3-trifluoromethyl-indolo-pyrone